4-oxo-3,4-dihydroquinazolin-6-yl acetate C(C)(=O)OC=1C=C2C(NC=NC2=CC1)=O